methyl 2-((1r,4r)-4-(4-(tert-butoxycarbonyl)piperazin-1-yl)cyclohexyl)-5-(2,2,2-trifluoroacetamido)-2H-indazole-6-carboxylate C(C)(C)(C)OC(=O)N1CCN(CC1)C1CCC(CC1)N1N=C2C=C(C(=CC2=C1)NC(C(F)(F)F)=O)C(=O)OC